4-[3-methoxy-4-((1R,4R)-5-methyl-2,5-diaza-bicyclo[2.2.1]hept-2-ylmethyl)-phenyl]-6-methyl-1-(toluene-4-sulfonyl)-1,6-dihydro-pyrrolo[2,3-c]pyridin-7-one COC=1C=C(C=CC1CN1[C@H]2CN([C@@H](C1)C2)C)C=2C1=C(C(N(C2)C)=O)N(C=C1)S(=O)(=O)C1=CC=C(C)C=C1